Cl.C1(CC1)CNC 1-cyclopropyl-N-methyl-methylamine HCl salt